O=C([C@H](C)NC(=O)[C@@H]1NCC[C@@H](C1)C1=CC=CC=C1)NCC1=CC=C(C=C1)C1=NOC(N1)=O (2R,4S)-N-((S)-1-OXO-1-((4-(5-OXO-4,5-DIHYDRO-1,2,4-OXADIAZOL-3-YL)BENZYL)AMINO)PROPAN-2-YL)-4-PHENYLPIPERIDINE-2-CARBOXAMIDE